C1=C(C=CC2=CC=CC=C12)C1=NC2=CC=CC=C2N=C1 2-(Naphthalen-2-yl)quinoxaline